6-methyl-N1-(4-(pyridin-3-yl)pyrimidin-2-yl)benzene-1,3-diamine CC1=CC=C(C=C1NC1=NC=CC(=N1)C=1C=NC=CC1)N